CC1(CCN(CC1)C(=O)NC1=NC=CC(=C1)C1=CNC2=NC=CC(=C21)OC2=CC=C1CCNCC1=C2)C 4,4-dimethyl-N-(4-(4-((1,2,3,4-tetrahydroisoquinolin-7-yl)oxy)-1H-pyrrolo[2,3-b]pyridin-3-yl)pyridin-2-yl)piperidine-1-carboxamide